NC[C@H](O)C1=CC=CC=C1 |r| (+-)-2-amino-1-phenylethanol